4-(2,2,2-trifluoroethoxy)pyrido[4,3-d]pyrimidine FC(COC=1C2=C(N=CN1)C=CN=C2)(F)F